O1N=C(C=C1)CNC(C1=NC=C(C=C1)C1=CC=CC=2N1N=CC2C(=O)N2CCCCC2)=O N-(isoxazol-3-ylmethyl)-5-(3-(piperidine-1-carbonyl)pyrazolo[1,5-a]pyridin-7-yl)picolinamide